N1=C\2C(=CC=C1)CC/C2=N/O (Z)-5H-cyclopenta[b]pyridine-7(6H)-one oxime